ClC1=CC=C(C=N1)C(=O)NC1=NN(C(=C1)C1=NC2=C(N1)C(=CC=C2)F)CC2=CC=C(C=C2)OC 6-chloro-N-[5-(7-fluoro-1H-benzimidazol-2-yl)-1-[(4-methoxyphenyl)-methyl]pyrazol-3-yl]pyridine-3-carboxamide